N-(5-Fluoropyridin-2-yl)-2-(2-isopropyl-5-oxo-8-(trifluoromethyl)pyrazolo[1,5-a]pyrido[3,2-e]pyrimidin-4(5H)-yl)acetamide FC=1C=CC(=NC1)NC(CN1C=2N(C3=C(C1=O)C=CC(=N3)C(F)(F)F)N=C(C2)C(C)C)=O